ClC=1C=C(C(=NC1)NC=1C(=C(C=NC1)CC1=C(C(=NC=C1)N)F)C)F 4-[[5-[(5-chloro-3-fluoro-2-pyridinyl)amino]-4-methyl-3-pyridinyl]methyl]-3-fluoro-pyridin-2-amine